CC(C)(C)S(=O)/N=C/C=1C=NC(=CC1)OCC(F)(F)F (E)-2-methyl-N-((6-(2,2,2-trifluoroethoxy)-pyridin-3-yl)methylene)propane-2-sulfinamide